7-chloro-5-(2-fluoro-5-methoxy-phenyl)-1,3-dihydro-1,4-benzodiazepin-2-one ClC=1C=CC2=C(C(=NCC(N2)=O)C2=C(C=CC(=C2)OC)F)C1